BrC=1C(=NC(=NC1)Cl)N(CC1=CC=C(C=C1)C=1N(C=C(N1)C(F)(F)F)C(C)C)C1CC(C1)(OC)OC 5-bromo-2-chloro-N-(3,3-dimethoxycyclobutyl)-N-(4-(1-isopropyl-4-(trifluoromethyl)-1H-imidazol-2-yl)benzyl)pyrimidin-4-amine